5-bromo-1-(4-fluorobenzyl)-N-methyl-2-oxo-1,2-dihydropyridine-3-carboxamide BrC=1C=C(C(N(C1)CC1=CC=C(C=C1)F)=O)C(=O)NC